5-Amino-2-(methylsulfanyl)-8-(6-methylpyridin-3-yl)-7-oxopyrido[2,3-d]pyrimidine-6-carboxylic acid methyl ester COC(=O)C1=C(C2=C(N=C(N=C2)SC)N(C1=O)C=1C=NC(=CC1)C)N